(R)-2-cyclopropyl-4-((1-(3-(1,1-difluoro-2-hydroxyethyl)-2-fluorophenyl)ethyl)amino)-6-methyl-6H-[1,4]oxazine C1(CC1)C=1O[C@@H](CN(C1)NC(C)C1=C(C(=CC=C1)C(CO)(F)F)F)C